BrC=1N(C(=NN1)C1=C(SC=C1)CC(=O)O)C1=CC=C(C2=CC=CC=C12)C1CC1 (5-bromo-4-(4-cyclopropyl-1-naphthalenyl)-4H-1,2,4-triazol-3-yl)thiolacetic acid